N-(2H-INDAZOL-5-YL)PYRAZINE-2-CARBOXAMIDE N=1NC=C2C=C(C=CC12)NC(=O)C1=NC=CN=C1